1-[(2S)-2-[(1-fluorocyclopropyl)formamido]-3,3-dimethylbutanoyl]-hydroxypyrrolidine-2-carboxamide acetate C(C)(=O)O.FC1(CC1)C(=O)N[C@H](C(=O)N1C(CCC1)(C(=O)N)O)C(C)(C)C